C(C)(=O)C1=CC=2OCCC3N(C2N=C1)CCN(C3)C(CCOCCC)=O 1-(3-(3-acetyl-6,7,7a,8,10,11-hexahydro-9H-pyrazino[1,2-d]pyrido[3,2-b][1,4]oxazepin-9-yl)-3-oxopropoxy)propan